ClC=1OC2=C(N1)C=CC=C2OC 2-chloro-7-methoxybenzo[d]oxazole